COC=1C2=C(N=C(N1)NC1CCC3(OCCO3)CC1)NC=C2C=2C=CC=1N(C2)C(=NN1)C 4-methoxy-5-(3-methyl-[1,2,4]triazolo[4,3-a]pyridin-6-yl)-N-(1,4-dioxaspiro[4.5]decan-8-yl)-7H-pyrrolo[2,3-d]pyrimidin-2-amine